tert-butyl 4-((7-(3-fluorophenyl)thieno[3,2-d]pyrimidin-4-yl)amino)piperidine-1-carboxylate FC=1C=C(C=CC1)C1=CSC2=C1N=CN=C2NC2CCN(CC2)C(=O)OC(C)(C)C